ClC=1C=C(C=CC1)CCN1C[C@@H]([C@@H](C1)C)COC1=CC=C(C=C1)S(=O)(=O)C (3R,4S)-1-[2-(3-chlorophenyl)ethyl]-3-[(4-methylsulfonylphenoxy)methyl]-4-methylpyrrolidine